C(C)(C)C(C(C(C)C)O)O 1,2-diisopropylethylene glycol